N12CCCC2CCC1 1-Azabicyclo[3.3.0]octan